3-(4-Hydroxy-phenyl)-1-(4-hydroxy-2-(glucopyranosyl)-phenyl)-propenone C1=CC(=CC=C1/C=C/C(=O)C2=C(C=C(C=C2)O)O[C@@H]3C(C(C(C(O3)CO)O)O)O)O